COC(C1=C(C=C(C(=C1)I)O)F)=O 2-Fluoro-4-hydroxy-5-iodobenzoic acid methyl ester